(R)-3-amino-1-(2-((6-amino-9H-purin-9-yl)methyl)-4-fluoro-3-(hydroxymethyl)phenyl)-N-cyclopropylpyrrolidine-3-carboxamide N[C@]1(CN(CC1)C1=C(C(=C(C=C1)F)CO)CN1C2=NC=NC(=C2N=C1)N)C(=O)NC1CC1